N1(CCC2NSC=3C(OCC21)=CNC3)C(=O)[O-] 2,3,3a,4,10,10a-hexahydro-1H,7H-dipyrrolo[3,4-b:3',2'-f][1,4,5]oxathiazocine-1-carboxylate